OCCS(=O)(=O)NC1=CC(=C(C(=O)NC2=CC=C3C4CCCCC4N(C3=C2)CC(F)(F)F)C=C1)N1CCC2(CC2)CC1 4-((2-hydroxyethyl)sulfonamido)-2-(6-azaspiro[2.5]octan-6-yl)-N-(9-(2,2,2-trifluoroethyl)-2,3,4,4a,9,9a-hexahydro-1H-carbazol-7-yl)benzamide